n-hexacosyl nonanate C(CCCCCCCC)(=O)OCCCCCCCCCCCCCCCCCCCCCCCCCC